cyclopentyl (S)-2-amino-2-cyclohexylacetate N[C@H](C(=O)OC1CCCC1)C1CCCCC1